3-tert-butyl-1-phenyl-4-(p-methylphenylsulfanyl)-1H-pyrazol-5-amine C(C)(C)(C)C1=NN(C(=C1SC1=CC=C(C=C1)C)N)C1=CC=CC=C1